methyl (3S)-3-(1-ethyl-4-methyl-benzotriazol-5-yl)-2-methyl-3-[2-(3,4,5-trimethylbenzoyl)-3,4-dihydro-1H-isoquinolin-7-yl]propanoate C(C)N1N=NC2=C1C=CC(=C2C)[C@@H](C(C(=O)OC)C)C2=CC=C1CCN(CC1=C2)C(C2=CC(=C(C(=C2)C)C)C)=O